[13C6]-L-arginine N[13C@@H]([13CH2][13CH2][13CH2]N[13C](N)=N)[13C](=O)O